calcium Titanium [Ti].[Ca]